FC=1C=C2C(=C(NC2=C(C1)F)C1=CC=C(C=C1)F)C1CC(C1)CNCC(=O)N 2-(((3-(5,7-difluoro-2-(4-fluorophenyl)-1H-indol-3-yl)cyclobutyl)methyl)amino)-acetamide